5-chloro-2-(difluoromethyl)-N-((1r,4r)-4-((3-(1-methyl-1H-indazol-4-yl)-2-oxo-2,3-dihydro-1H-benzo[d]imidazol-1-yl)methyl)cyclohexyl)nicotinamide ClC=1C=NC(=C(C(=O)NC2CCC(CC2)CN2C(N(C3=C2C=CC=C3)C3=C2C=NN(C2=CC=C3)C)=O)C1)C(F)F